ClC=1C=C(C=C2C(=C(C=NC12)C#N)N[C@H](C)C1=CC=CC=C1)N[C@H](C=1N=NN(C1)C1COC1)C=1C(=NC=CC1)C 8-chloro-6-(((S)-(2-methylpyridin-3-yl)(1-(oxetan-3-yl)-1H-1,2,3-triazol-4-yl)methyl)amino)-4-(((R)-1-phenylethyl)amino)quinoline-3-carbonitrile